methyl (2-bromoacetyl)-D-alanyl-D-alaninate BrCC(=O)N[C@H](C)C(=O)N[C@H](C)C(=O)OC